C[Si](CCOCN1N=CC=2N=CN=C(C21)O)(C)C ((2-(trimethylsilyl)ethoxy)methyl)-1H-pyrazolo[4,3-d]Pyrimidin-7-ol